(R)-1-(4'H,6'H-spiro[cyclopropane-1,7'-thieno[3,2-c]pyran]-4'-yl)-N-methyl-methylamine p-toluenesulfonate CC1=CC=C(C=C1)S(=O)(=O)O.S1C=CC=2[C@@H](OCC3(C21)CC3)CNC